(S)-Benzyl 4-methyl-2-(methylsulfonamido)pentanoate CC(C[C@@H](C(=O)OCC1=CC=CC=C1)NS(=O)(=O)C)C